tetrahydropyranetriol O1C(C(C(CC1)O)O)O